O(C1=CC=CC=C1)C1=C(C=CC=C1)C1=NC(=NC=C1)N 4-(2-phenoxyphenyl)pyrimidin-2-amine